FC1=CC=C(OCC2N(C3CC(C2C)C3)C(C3=C(C=CC(=C3)C)C=3SC=CN3)=O)C=C1 trans-3-[(4-fluorophenoxy)methyl]-4-methyl-2-[5-methyl-2-(1,3-thiazol-2-yl)benzoyl]-2-azabicyclo[3.1.1]heptane